[(3R,9aS)-3-(2,3-difluorophenyl)-3,4,6,7,9,9a-hexahydro-1H-pyrazino[2,1-c][1,4]oxazin-8-yl]-(2-chloro-3-methoxyphenyl)methanone FC1=C(C=CC=C1F)[C@@H]1CN2[C@H](CO1)CN(CC2)C(=O)C2=C(C(=CC=C2)OC)Cl